C(C)C(COC([C@@H](NP(=O)(OC1=CC=CC=C1)OC1=C(C(=C(C(=C1F)F)F)F)F)C)=O)CC ((perfluorophenoxy)(phenoxy)phosphoryl)-L-alanine 2-ethylbutyl ester